Dibenzyl peroxide C(C1=CC=CC=C1)OOCC1=CC=CC=C1